3,5-dichloro-4-hydroxy-N-(4-oxo-3-(2-(trifluoromethoxy)benzyl)-2-(trifluoromethyl)-3,4-dihydroquinazolin-5-yl)benzamide ClC=1C=C(C(=O)NC2=C3C(N(C(=NC3=CC=C2)C(F)(F)F)CC2=C(C=CC=C2)OC(F)(F)F)=O)C=C(C1O)Cl